2-decyl-nonanoic acid C(CCCCCCCCC)C(C(=O)O)CCCCCCC